COC=1C=C(N)C=C(C1)S(=O)(=O)C 3-methoxy-5-(methyl-sulfonyl)aniline